BrC1=C(C=C(C(=C1)OCC#C[Si](C)(C)C)Br)OCC#C[Si](C)(C)C (((2,5-dibromo-1,4-phenylene)bis(oxy))bis(prop-1-yn-3,1-diyl))bis(trimethylsilane)